(1H-phenanthro[9,10-d]imidazol-2-yl)phenol N1C(=NC2=C1C1=CC=CC=C1C=1C=CC=CC12)C1=C(C=CC=C1)O